C(C)OC=1C(=CC=2CC[N+]3=C(C2C1)C=C1C=CC(=C(C1=C3)OC)OC)OCC 2,3-Diethoxy-9,10-dimethoxy-5,6-dihydroisoquinolino[3,2-a]isoquinolin-7-ium